methyl-ethyl-phenyl-silicon C[Si](C1=CC=CC=C1)CC